C1(=CC=CC2=CC=CC=C12)OP(=O)(OC1=C(C(=C(C(=C1F)F)F)F)F)N[C@H](C(=O)OCC(CC)CC)C 2-ethylbutyl (2S)-2-{[(naphthalen-1-yloxy) (2,3,4,5,6-pentafluorophenoxy) phosphoryl]amino}propanoate